heptyl 2-[(3R)-1-[(2R)-2-[4-(2-chloro-4-fluoro-phenyl)-2-oxo-chromen-7-yl]oxypropanoyl]-3-piperidyl]acetate ClC1=C(C=CC(=C1)F)C1=CC(OC2=CC(=CC=C12)O[C@@H](C(=O)N1C[C@H](CCC1)CC(=O)OCCCCCCC)C)=O